C(C)(C)(C)C12CN(CC(CC1)N2C(=O)OC(C)C2=C(C=CC(=C2)[N+](=O)[O-])OCCN2CCCC2)C2=NC(=NC1=C(C(=C(C(=C21)OC)F)Br)F)Cl (5-Nitro-2-(2-(pyrrolidin-1-yl)ethoxy)phenyl)ethanol tert-butyl-3-(7-bromo-2-chloro-6,8-difluoro-5-methoxyquinazolin-4-yl)-3,8-diazabicyclo[3.2.1]octane-8-carboxylate